(5-methylisoxazol-3-yl)imidazole-1-carboxamide CC1=CC(=NO1)C=1N(C=CN1)C(=O)N